2-(3,7-dimethylocta-2,6-dien-1-yl)-5-pentyl-4-(1H-pyrazol-4-yl)benzene-1,3-diol CC(=CCC1=C(C=C(C(=C1O)C=1C=NNC1)CCCCC)O)CCC=C(C)C